fluoro-4-methylsulfonylamino-1,1'-biphenyl FC1=C(C=CC(=C1)NS(=O)(=O)C)C1=CC=CC=C1